(S)-(2,7-dimethyl-3-(3,4,5-trifluorophenyl)-2,4,5,7-tetrahydro-6H-pyrazolo[3,4-c]pyridin-6-yl)(1-methyl-1H-pyrrolo[2,3-b]pyridin-5-yl)methanone CN1N=C2[C@@H](N(CCC2=C1C1=CC(=C(C(=C1)F)F)F)C(=O)C=1C=C2C(=NC1)N(C=C2)C)C